The molecule is a quercetin trissulfate having the three sulfo groups placed at the 3-, 3'- and 7-positions. It is a dihydroxyflavone and a quercetin trissulfate. It is a conjugate acid of a quercetin 3,3',7-trissulfate(3-). C1=CC(=C(C=C1C2=C(C(=O)C3=C(C=C(C=C3O2)OS(=O)(=O)O)O)OS(=O)(=O)O)OS(=O)(=O)O)O